(S)-2-amino-4,4-dimethylpentanoate N[C@H](C(=O)[O-])CC(C)(C)C